C(C=C)(=O)N1C[C@@H](CC1)C1=CN(C=2C(=NNC(C21)=O)N)C2=CC=C(C=C2)OC2=CC=CC=C2 (S)-3-(1-Acryloylpyrrolidin-3-yl)-7-amino-1-(4-phenoxyphenyl)-1,5-dihydro-4H-pyrrolo[2,3-d]pyridazin-4-on